rac-4-(((1R,5R,6S)-6-methyl-2-azabicyclo[3.2.0]heptan-6-yl)oxy)-6-(1-methylpyrazol-4-yl)pyrazolo[1,5-a]pyrazine hydrochloride Cl.C[C@]1([C@@H]2CCN[C@@H]2C1)OC=1C=2N(C=C(N1)C=1C=NN(C1)C)N=CC2 |r|